ClC1=C(C(=O)NC2(CC2)C#N)C=C(C=C1)C=1C=NN(C1)C=1N(N=C(C1C(F)(F)F)C(C(F)(F)F)(F)F)C chloro-N-(1-cyanocyclopropyl)-5-[1-[2-methyl-5-(1,1,2,2,2-pentafluoroethyl)-4-(trifluoromethyl)pyrazol-3-yl]pyrazol-4-yl]benzamide